(5-(5-(4,4-difluoropiperidine-1-carbonyl)1H-pyrrolo[2,3-b]pyridin-1-yl)pyridin-2-yl)boronic acid FC1(CCN(CC1)C(=O)C=1C=C2C(=NC1)N(C=C2)C=2C=CC(=NC2)B(O)O)F